C(C)C1CCCC=2N1N=C(N2)C(=O)N[C@@H]2C(N(C1=C(OC2)C=CC=C1)C)=O 5-ethyl-N-((S)-5-methyl-4-oxo-2,3,4,5-tetrahydrobenzo[b][1,4]oxazepin-3-yl)-5,6,7,8-tetrahydro-[1,2,4]triazolo[1,5-a]pyridine-2-carboxamide